C1(CCC1)CN(C(OC(C)(C)C)=O)CC=1C=CC=2N(C1)C=C(N2)CNC(C2=CN=CC(=C2)N(C)C)=O Tert-butyl (cyclobutylmethyl)((2-((5-(dimethylamino)nicotinamido)methyl)imidazo[1,2-a]pyridin-6-yl)methyl)carbamate